N-butyl-(N-hexyl)aminoethanol C(CCC)N(CCCCCC)C(C)O